FC1=CC2=CN(N=C2C(=C1)C(=O)N)C1CN(CCC1)C 5-fluoro-2-(1-methylpiperidin-3-yl)-2H-indazole-7-carboxamide